O1CC(C12CNC2)N 1-oxa-6-azaspiro[3.3]heptan-3-amine